C1(=CC=CC2=CC=CC=C12)C1=C(C=CC(=C1)N)C1=CC=C(N)C=C1 (naphthyl)-benzidine